C[C@@H]1N(C[C@@H](N(C1)C(C1=CC=C(C=C1)C)C1=NC=CC(=C1)C)C)C1=CC(N(C=2C=CC(=NC12)C#N)C)=O |&1:4| 8-((2S,SR)-2,5-dimethyl-4-((4-methylpyridin-2-yl)(p-tolyl)methyl)piperazin-1-yl)-5-methyl-6-oxo-5,6-dihydro-1,5-naphthyridine-2-carbonitrile